BrC=1C=C(C(=C(C1)NC(=O)C(=O)OCC)C=O)F ethyl [(5-bromo-3-fluoro-2-formylphenyl)carbamoyl]formate